C(N)(=O)C1N(C(CC1)C(F)(F)F)C([C@@H](C)C1=CC(=C(C=C1)NC([C@H](C(C1CC1)C1CC1)NC(=O)C1=CC=NN1C(C)C)=O)F)=O N-((2S)-1-((4-((2S)-1-(2-carbamoyl-5-(trifluoromethyl)pyrrolidin-1-yl)-1-oxopropan-2-yl)-2-fluorophenyl)amino)-3,3-dicyclopropyl-1-oxopropan-2-yl)-1-isopropyl-1H-pyrazole-5-carboxamide